COC(N[C@H](C(=O)NC=1C(N(C=CC1)CC=1NC2=C(C=CC=C2C1)OCC1=C(C=C(C=C1)F)F)=O)CC\C=C\C(=O)N(C)C)=O Methyl-(S,E)-(1-((1-((7-((2,4-difluorobenzyl)oxy)-1H-indol-2-yl)methyl)-2-oxo-1,2-dihydropyridin-3-yl)amino)-7-(dimethylamino)-1,7-dioxohept-5-en-2-yl)carbamat